C[SiH](O[SiH3])C (di-methylsiloxy)silan